ClC1=NC=C(C2=C1C=CN2)C 4-chloro-7-methyl-1H-pyrrolo[3,2-c]pyridine